The molecule is a member of the class of xanthones that is 2,3,6,8-tetrahydroxyxanthone substituted by a 2-hydroxy-3-methylbut-3-enyl group at position 1. Isolated from the aerial parts of Hypericum scabrum, it exhibits cytotoxicity for human tumour cells. It has a role as a metabolite and an antineoplastic agent. It is a member of xanthones, a polyphenol and a secondary alcohol. CC(=C)C(CC1=C(C(=CC2=C1C(=O)C3=C(C=C(C=C3O2)O)O)O)O)O